OC1CN(CCC1)C(CCCC=1N=C(N(C1)C1=CC=CC=C1)C1=C(C(=O)N)C=CC=C1C=1C=NN(C1)C)=O (4-(4-(3-hydroxypiperidin-1-yl)-4-oxobutyl)-1-phenyl-1H-imidazol-2-yl)-3-(1-methyl-1H-pyrazol-4-yl)benzamide